C1(CC1)C(=O)OC1=CC2=C(N=C(N=C2N[C@H](C)C2=CC(=CC(=C2)C(F)(F)F)N)C)N=C1N1CCCC1 (R)-1-(4-((1-(3-amino-5-(trifluoromethyl) phenyl) ethyl) amino)-2-methyl-7-(pyrrolidin-1-yl) pyrido[2,3-d]pyrimidin-6-yl) cyclopropane-1-carboxylate